[(thiophen-2-yl)methyl]thieno[3,2-b]pyridin-7-amine S1C(=CC=C1)CC1=CC2=NC=CC(=C2S1)N